oxygen zinc calcium [Ca].[Zn].[O]